2-(5-(7,8-dimethyl-[1,2,4]triazolo[1,5-a]pyridin-6-yl)-4-isopropyl-1H-pyrazol-3-yl)-5-(1-methylpiperidin-4-yl)thiazole CC1=C(C=2N(C=C1C1=C(C(=NN1)C=1SC(=CN1)C1CCN(CC1)C)C(C)C)N=CN2)C